(2S)-3-(2,3-dihydroindol-1-yl)-2-[[(9H-fluoren-9-ylmethoxy)carbonyl]amino]propanoic acid N1(CCC2=CC=CC=C12)C[C@@H](C(=O)O)NC(=O)OCC1C2=CC=CC=C2C=2C=CC=CC12